2'-((3-((1-(2,2,2-trifluoroethyl)azetidin-3-yl)oxy)-1H-pyrazol-4-yl)amino)spiro[cyclopropane-1,5'-pyrrolo[2,3-d]pyrimidin]-6'(7'H)-one FC(CN1CC(C1)OC1=NNC=C1NC=1N=CC2=C(N1)NC(C21CC1)=O)(F)F